t-butyl (3R,5S)-5-carbamoyl-4',4-difluoro-2'-oxo-1',4'-dihydro-2'H-spiro[pyrrolidine-3,3'-quinoline]-1-carboxylate C(N)(=O)[C@H]1C([C@@]2(C(NC3=CC=CC=C3C2F)=O)CN1C(=O)OC(C)(C)C)F